tert-butyl 3-((3-(4-(2-(methylsulfonyl) phenoxy)-3-(trifluoromethyl) phenyl)-1,2,4-oxadiazol-5-yl) methyl)-1-(2-morpholinoethyl)-2,4-dioxo-1,3,8-triazaspiro[4.5]decane-8-carboxylate CS(=O)(=O)C1=C(OC2=C(C=C(C=C2)C2=NOC(=N2)CN2C(N(C3(C2=O)CCN(CC3)C(=O)OC(C)(C)C)CCN3CCOCC3)=O)C(F)(F)F)C=CC=C1